1,4-diazidobicyclo[2.2.2]octane N(=[N+]=[N-])C12CCC(CC1)(CC2)N=[N+]=[N-]